CC1=CC=C(C=C1)S(=O)(=O)OC[C@@H]1[C@H]([C@H]([C@@H](O1)N1C(=O)N=C(N)C(=C1)C(C(C)C)=O)O)O 5-isobutyrylcytidine p-toluenesulfonate